tert-Butyl (Z)-2-(3-(2,3-difluorophenoxy)-6-(2-fluoro-2-(1-(pyridazin-4-yl)-1H-pyrazol-3-yl)vinyl)-2-(trifluoromethyl)phenyl)-2,9-diazaspiro[5.5]undecane-9-carboxylate FC1=C(OC=2C(=C(C(=CC2)\C=C(\C2=NN(C=C2)C2=CN=NC=C2)/F)N2CC3(CCC2)CCN(CC3)C(=O)OC(C)(C)C)C(F)(F)F)C=CC=C1F